COC([C@H](CN)O)=O L-isoserine methyl ester